FC1=CC(=C(C=C1)C=1C=C2C(=NC1)NC(N2)=O)OC 6-(4-Fluoro-2-methoxy-phenyl)-2-oxo-3H-imidazo[4,5-b]pyridin